(+/-)-trans-4-[4-(2-fluoroethoxy)phenyl]-3-{[(3-oxoisoindolin-5-yl)oxy]methyl}piperidine-1-carboxylic acid tert-butyl ester C(C)(C)(C)OC(=O)N1C[C@H]([C@@H](CC1)C1=CC=C(C=C1)OCCF)COC=1C=C2C(NCC2=CC1)=O |r|